(3S,4S)-8-(5-chloropyrimidin-2-yl)-3-methyl-2-oxa-8-azaspiro[4.5]Decane-4-amine ClC=1C=NC(=NC1)N1CCC2([C@@H]([C@@H](OC2)C)N)CC1